Cl.NCC1=CC=C(S1)C(CSC=1OC=2C(=NC=C(C2)C(F)(F)F)N1)=O 1-(5-(aminomethyl)thiophen-2-yl)-2-((6-(trifluoromethyl)oxazolo[4,5-b]pyridin-2-yl)thio)ethan-1-one hydrochloride